CN1C2=C(OCC1=O)C=C(C=C2)NC2=CC=C(C=C2)N2CCCCC2 4-Methyl-7-((4-(piperidin-1-yl)phenyl)amino)-2H-benzo[b][1,4]oxazin-3(4H)-one